BrC=1C(=C(C=C(C1C=CC)C)C1=CC=CC=C1)C bromo-2,5-dimethyl-4-propenyl-1,1'-biphenyl